(R)-N-((5,5-Difluoro-1-(6-((4-(trifluoromethoxy)pyridin-2-yl)amino)pyridine-2-carbonyl)piperidine-2-yl)methyl)acetamide FC1(CC[C@@H](N(C1)C(=O)C1=NC(=CC=C1)NC1=NC=CC(=C1)OC(F)(F)F)CNC(C)=O)F